CN(CC(=O)N1CCN(CC1)C1=CC(=NC=C1)C(=O)NC=1C=CC=C2C=CC=NC12)C 4-(4-(dimethylglycyl)piperazin-1-yl)-N-(quinolin-8-yl)picolinamide